2,2,2-trifluoro-1-[6-(trifluoromethyl)-3,4-dihydroisoquinolin-2(1H)-yl]ethane-1-one FC(C(=O)N1CC2=CC=C(C=C2CC1)C(F)(F)F)(F)F